naphthalene-1,2,7,8-tetracarboxylic acid C=1(C(=CC=C2C=CC(=C(C12)C(=O)O)C(=O)O)C(=O)O)C(=O)O